4-((8-methyl-2,3-dihydro-1H-pyrido[2,3-b][1,4]oxazin-7-yl)amino)-N-(4-(4-(1-methylcyclopropane-1-carbonyl)piperazin-1-yl)phenyl)-2-oxo-1,2-dihydropyridine-3-carboxamide CC1=C(C=NC=2OCCNC21)NC2=C(C(NC=C2)=O)C(=O)NC2=CC=C(C=C2)N2CCN(CC2)C(=O)C2(CC2)C